CC(CC1=CC=CC=C1)(CC(C)C)NC(=O)C=1C=C2C(=NC1)N(C(=C2)C)C N-(2,4-dimethyl-1-phenylpentan-2-yl)-1,2-dimethyl-1H-pyrrolo[2,3-b]pyridine-5-carboxamide